C(CCC=C)N=C=S 4-PENTENYL ISOTHIOCYANATE